BrC1=CC2=C(N(C(=N2)CC)CC2=C(OCC3=CC(=C(OCC(=O)O)C=C3)CC)C=CC=C2)C=C1 2-(4-((2-((5-bromo-2-ethyl-1H-benzo[d]imidazol-1-yl)methyl)-phenoxy)methyl)-2-ethylphenoxy)acetic acid